FC([C@H]1CN(CC1)C1=CC=C(C=N1)C1CN(C1)C(=O)OC(C)(C)C)(F)F |r| tert-butyl 3-[6-[rac-3-(trifluoromethyl)pyrrolidin-1-yl]-3-pyridyl]azetidine-1-carboxylate